C1=CC2C=CC1O2 7-oxanorbornadiene